ClC=1C=C(C=2N(C1)C=NC2)C=2N=NN(C2)CC=2N=C1N(C=CC=C1)C2 2-[(4-{6-chloroimidazo[1,5-a]pyridin-8-yl}-1H-1,2,3-triazol-1-yl)methyl]imidazo[1,2-a]pyridin